COC=1C=C2CC(NC2=CC1)=S 5-methoxy-indoline-2-thione